FC1=C(C=C(C=C1)F)[C@H]1N(CC[C@H](C1)NC)C(=O)N1CCC(CC1)CN1C(C=C(C=C1)C1=CC=CC=C1)=O 1-((1-((2S,4R)-2-(2,5-Difluorophenyl)-4-(methylamino)piperidine-1-carbonyl)piperidin-4-yl)methyl)-4-phenylpyridin-2(1H)-one